1-(4-chloro-5-methoxypyridin-2-yl)-2,2,2-trifluoroethane-1,1-diol ClC1=CC(=NC=C1OC)C(C(F)(F)F)(O)O